NC1=C2C=CC=C(C2=CC=C1)O 5-amino-1-naphthol